1-(5-([1,1'-biphenyl]-3-ylthio)-1H-imidazo[4,5-b]pyrazin-2-yl)-4-methylpiperidin-4-amine C1(=CC(=CC=C1)SC=1N=C2C(=NC1)NC(=N2)N2CCC(CC2)(N)C)C2=CC=CC=C2